6-oxo-1-[4-(2-oxo-2H-pyridin-1-ylmethyl)-benzyl]-1,6-dihydro-pyridine-3-carboxylic acid (1H-pyrrolo[2,3-b]pyridin-5-ylmethyl)-amide N1C=CC=2C1=NC=C(C2)CNC(=O)C2=CN(C(C=C2)=O)CC2=CC=C(C=C2)CN2C(C=CC=C2)=O